12-(bis(3-chlorophenyl)methyl)-4-hydroxy-7,8,9,10-tetrahydro-12H-dipyridazino[1,2-a:1',6'-d][1,2,4]triazine-3,5-dione ClC=1C=C(C=CC1)C(C1N2N(C(C=3N1N=CC(C3O)=O)=O)CCCC2)C2=CC(=CC=C2)Cl